tert-butyl 2-(aminooxy)-3-(4-(1-(3-((tert-butoxycarbonyl) amino) propyl)-1H-pyrazol-4-yl) phenoxy)-2-methylpropionate NOC(C(=O)OC(C)(C)C)(COC1=CC=C(C=C1)C=1C=NN(C1)CCCNC(=O)OC(C)(C)C)C